C(C1=CC=CC=C1)C1=C(C(NC2=CC=C(C=C12)Cl)=O)C1=NNC(C1)C1=CC=C(C=C1)C(C)(C)C 4-benzyl-3-[5-(4-tert-butylphenyl)-4,5-dihydro-1H-pyrazol-3-yl]-6-chloro-1H-quinolin-2-one